C1C(=CC=2C1=C1C=CC=CC1=CC2)C2=C(C=CC=C2)C2=C(C=CC=C2)C2=CC=1C(=C3C=CC=CC3=CC1)C2 2,2'-di-(cyclopenta[a]naphthalen-2-yl)biphenyl